4-{3-(cyanomethyl)-3-[4-(7H-pyrrolo[2,3-d]pyrimidin-4-yl)-1H-pyrazol-1-yl]azetidin-1-yl}-N-[3-(trifluoromethyl)phenyl]piperidine-1-carboxamide C(#N)CC1(CN(C1)C1CCN(CC1)C(=O)NC1=CC(=CC=C1)C(F)(F)F)N1N=CC(=C1)C=1C2=C(N=CN1)NC=C2